tert-butyl (2R,4S)-4-benzyl-2-(((S)-1-((5-bromo-3-methyl-2-(2H-tetrazol-2-yl)benzyl)amino)-1-oxopropan-2-yl)carbamoyl)pyrrolidine-1-carboxylate C(C1=CC=CC=C1)[C@H]1C[C@@H](N(C1)C(=O)OC(C)(C)C)C(N[C@H](C(=O)NCC1=C(C(=CC(=C1)Br)C)N1N=CN=N1)C)=O